2-fluoro-6-(2-methyl-1H-benzimidazol-5-yl)-4-propylphenol FC1=C(C(=CC(=C1)CCC)C1=CC2=C(NC(=N2)C)C=C1)O